FC=C(C(F)(F)F)F trans-1,2,3,3,3-pentafluoropropane-1-ene